C(C)OC(CC1=CC=C(C=C1)CNC1=C(C=CC=C1)N)=O (4-(((2-aminophenyl)amino)methyl)phenyl)acetic acid ethyl ester